NC(C(C(=O)O)O)CCC 3-AMINO-2-HYDROXY-HEXANOIC ACID